O=C1N(C(C=C1)=O)CC=1N=NN(C1)CCOCCOCCOCCNC(OC1=CC=C(C=C1)[N+](=O)[O-])=O 4-nitrophenyl (2-(2-(2-(2-(4-((2,5-dioxo-2,5-dihydro-1H-pyrrol-1-yl)methyl)-1H-1,2,3-triazol-1-yl)ethoxy)ethoxy)ethoxy)ethyl)carbamate